((S)-1-(3-oxo-3-((S)-3-(trifluoromethyl)-6a,7,9,10-tetrahydropyrazino[1,2-d]pyrido[3,2-b][1,4]oxazin-8(6H)-yl) propoxy) propan-2-yl) carbamate C(N)(O[C@H](COCCC(N1C[C@@H]2N(C3=C(OC2)C=C(C=N3)C(F)(F)F)CC1)=O)C)=O